ClC1=NC=2C3=C(CC(C2C(=C1C(=O)O)O)C(C)C)C=C(C(=C3)OC)OCCCOC 2-chloro-4-hydroxy-5-isopropyl-9-methoxy-8-(3-methoxypropoxy)-5,6-dihydrobenzo[h]quinoline-3-carboxylic acid